tributyl-phosphorus bis(trifluoromethanesulfonyl)imide salt [N-](S(=O)(=O)C(F)(F)F)S(=O)(=O)C(F)(F)F.C(CCC)[P+](CCCC)CCCC